CN/C(=C\[N+](=O)[O-])/N1CCNCC1 4-((E)-1-(methylamino)-2-nitrovinyl)piperazin